CN1C(=C(C=C1C=1C=C2CCNCC2=CC1C(=O)N1CC2=CC=CC=C2C[C@H]1C)C(=O)O)C 1,2-dimethyl-5-[7-[(3R)-3-methyl-3,4-dihydro-1H-isoquinoline-2-carbonyl]-1,2,3,4-tetrahydroisoquinolin-6-yl]pyrrole-3-carboxylic acid